OC(CO)C1=C2C(=NC=C1)N(N=C2CNC(C=C)=O)C2=CC=C(C=C2)S(F)(F)(F)(F)F N-((4-(1,2-dihydroxyethyl)-1-(4-(pentafluoro-λ6-sulfanyl)phenyl)-1H-pyrazolo[3,4-b]pyridin-3-yl)methyl)acrylamide